1,6-dioxaspiro[4.4]nona-2,8-dien-4-yl acetate C(C)(=O)OC1C=COC12OCC=C2